[O-2].[Fe+2].[Ba+2].[O-2] barium-iron oxide